(5-(6-(1,1-dioxidothiomorpholino)-4-fluoro-1H-benzo[d]imidazol-2-yl)-1H-pyrrol-3-yl)(2-(trifluoromethyl)phenyl)methanone O=S1(CCN(CC1)C=1C=C(C2=C(NC(=N2)C2=CC(=CN2)C(=O)C2=C(C=CC=C2)C(F)(F)F)C1)F)=O